F[C@@H]\1[C@@]2(CCC[C@](C/C1=C\C1=CN=C(N=N1)C=1C(=CC(=NC1)N1C=NC=C1)O)(N2)C)C 5-(6-((E)-((1S,2S,5R)-2-fluoro-1,5-dimethyl-9-azabicyclo[3.3.1]nonan-3-ylidene)methyl)-1,2,4-triazin-3-yl)-2-(1H-imidazol-1-yl)pyridin-4-ol